C1CC12NC1(CC1)CC(C2)OC2=CC=C(N=N2)N2CC1=NC=C(C=C1C2=O)C=2C(=NN(C2)C)C 6-(6-((4-azadispiro[2.1.25.33]decan-9-yl)oxy)pyridazin-3-yl)-3-(1,3-dimethyl-1H-pyrazol-4-yl)-6,7-dihydro-5H-pyrrolo[3,4-b]pyridin-5-one